N[C@@H](C(C)C)C(=O)O.C(C)N1CN(C=C1)C 1-ethyl-3-methyl-imidazole valine salt